FC1([C@H](CN(CC1)C(C(=O)NC1=NC=C(C(=C1)F)F)C)C1=CNC(C=C1)=O)F 2-((S)-4,4-difluoro-3-(6-oxo-1,6-dihydropyridin-3-yl)piperidin-1-yl)-N-(4,5-difluoropyridin-2-yl)propanamide